dihydroxy-formaldehyde OC(=O)O